(S)-4-(4-chloro-6-(2-ethylpiperidin-1-yl)pyridinamido)-2-methylbenzoic acid methyl ester COC(C1=C(C=C(C=C1)NC(=O)C1=NC(=CC(=C1)Cl)N1[C@H](CCCC1)CC)C)=O